bis(2,6-dimethoxy-benzoyl)-2,4,6-trimethyl-phenyl-phosphine oxide COC1=C(C(=O)P(C2=C(C=C(C=C2C)C)C)(C(C2=C(C=CC=C2OC)OC)=O)=O)C(=CC=C1)OC